(5-((tert-Butoxycarbonyl)amino)-3-chloropyridin-2-yl)-2H-1,2,3-triazole-4-carboxylic acid C(C)(C)(C)OC(=O)NC=1C=C(C(=NC1)N1N=CC(=N1)C(=O)O)Cl